C(C)(C)(C)[Si](C)(C)OC=1C=C2C=NNC2=CC1 tert-butyl-(1H-indazol-5-yloxy)-dimethyl-silane